C1(CC1)C=1C(=CC(N2C(=C(SC12)C1=CC(=C(C=C1)OCCCCCCC)C)C(=O)O)=O)CC1=CC=CC2=CC=CC=C12 5-cyclopropyl-8-[4-(heptyloxy)-3-methyl-phenyl]-4-[(1-naphthyl)methyl]-2-oxo-7-thia-1-azabicyclo[4.3.0]non-3,5,8-triene-9-carboxylic acid